2-(4'-diethylamino-2'-methoxybenzylidene)-1-indanone C(C)N(C1=CC(=C(C=C2C(C3=CC=CC=C3C2)=O)C=C1)OC)CC